CN(C=1C=C2C(=NC1)NC=N2)C N,N-dimethyl-3H-imidazo[4,5-b]Pyridin-6-amine